(rac)-((1R,2S,4S)-2-(4-(tert-butyl)phenyl)-2-((tert-butyldiphenylsilyl)methyl)bicyclo[2.1.1]hexan-1-yl)(naphthalen-2-yl)methanone C(C)(C)(C)C1=CC=C(C=C1)[C@@]1(C2(CC(C1)C2)C(=O)C2=CC1=CC=CC=C1C=C2)C[Si](C2=CC=CC=C2)(C2=CC=CC=C2)C(C)(C)C |r|